(2S)-(+)-1,1-bis(4-methoxyphenyl)-3-methyl-1,2-butanediamine CC(C)[C@@H](C(C1=CC=C(C=C1)OC)(C2=CC=C(C=C2)OC)N)N